Methyl 3-(cyclopropylmethoxy)-4-(2-(dimethylamino) ethylsulfonyloxy)-benzoate C1(CC1)COC=1C=C(C(=O)OC)C=CC1OS(=O)(=O)CCN(C)C